17-Eicosatrienoic Acid CC/C=C/CCCCCCCCC/C=C/C=C/CCC(=O)O